N1(C=CC(C1)=O)N1C=CCC1 BIPYRROLINONE